FC(C=1C=CC(=NC1)C=NN1CC2(CC2)CC1=O)(F)F 5-(((5-(trifluoromethyl)pyridin-2-yl)methylene)amino)-5-azaspiro[2.4]heptan-6-one